3-(3-(4-(tert-butyl)piperazin-1-yl)phenyl)-5-chloro-4-methoxypyridazine C(C)(C)(C)N1CCN(CC1)C=1C=C(C=CC1)C=1N=NC=C(C1OC)Cl